2-(5-Chloro-2H-benzotriazol-2-yl)-4-methyl-6-tert-butyl-phenol ClC1=CC=2C(=NN(N2)C2=C(C(=CC(=C2)C)C(C)(C)C)O)C=C1